Methyl 5-[3-(2,2-dimethylpropoxy)phenyl]-1H-pyrazole-3-carboxylate CC(COC=1C=C(C=CC1)C1=CC(=NN1)C(=O)OC)(C)C